5-((2-(6-(((2-Chloro-[1,1'-biphenyl]-4-yl)methyl)amino)-1H-benzo[d]imidazol-2-yl)ethyl)amino)benzo[c][2,6]naphthyridine-8-carboxamide ClC1=C(C=CC(=C1)CNC=1C=CC2=C(NC(=N2)CCNC2=NC3=C(C4=CN=CC=C24)C=CC(=C3)C(=O)N)C1)C1=CC=CC=C1